3-(cyclopropylmethyl)-7-((3,3-difluoro-1-methylpiperidin-4-yl)amino)-1-oxidobenzo[b]thiophen C1(CC1)CC=1C2=C(S(C1)=O)C(=CC=C2)NC2C(CN(CC2)C)(F)F